COC(=O)C=1N(N=C(C1)C1=C(C=NC=C1)C)COCC[Si](C)(C)C.CN(C(C(O)C)=O)C N,N-dimethyl-lactoamide methyl-5-(3-methyl-4-pyridyl)-2-(2-trimethylsilylethoxymethyl)pyrazole-3-carboxylate